N-methoxy-N,1,2-trimethyl-benzimidazole-5-carboxamide CON(C(=O)C1=CC2=C(N(C(=N2)C)C)C=C1)C